ClC1=C(C(=CC=C1)Cl)N1CC(C1)C1=CC(=C(CN2CC(C2)(O)C)C=C1)F (4-(1-(2,6-dichlorophenyl)azetidin-3-yl)-2-fluorobenzyl)-3-methylazetidin-3-ol